[4-(5-chlorooxazolo[4,5-b]pyridin-2-yl)piperazin-1-yl](6-((1-methoxycyclopropyl)methoxy)-5-methylpyridin-3-yl)methanone ClC1=CC=C2C(=N1)N=C(O2)N2CCN(CC2)C(=O)C=2C=NC(=C(C2)C)OCC2(CC2)OC